2-((3-(2-chloro-3-phenylanilino)isothiazolo[4,5-b]pyridin-6-ylmethylene)amino)-2-methyl-3-hydroxypropionic acid ClC1=C(NC2=NSC=3C2=NC=C(C3)C=NC(C(=O)O)(CO)C)C=CC=C1C1=CC=CC=C1